propyl(2-bromoethyl)carbamate C(CC)OC(NCCBr)=O